FC1=C(C(=O)N[C@H](C(=O)O)CC2=C3C=CC=NC3=C(C=C2F)C2=C(C=C(C=C2OC)COCC)OC)C(=CC=C1)F (S)-2-(2,6-difluorobenzoylamino)-3-(8-(4-(ethoxymethyl)-2,6-dimethoxyphenyl)-6-fluoroquinolin-5-yl)propionic acid